C(#N)C1=CC=C(C(=N1)CNC(=O)C=1C=NC(=C(C1)F)OC(F)F)OC N-[(6-cyano-3-methoxypyridin-2-yl)methyl]-6-(difluoromethoxy)-5-fluoropyridine-3-carboxamide